sodium 2-(4-methoxy-3-(3-methylphenethoxy)benzamido)-2,3-dihydro-1H-indene-2-carboxylate COC1=C(C=C(C(=O)NC2(CC3=CC=CC=C3C2)C(=O)[O-])C=C1)OCCC1=CC(=CC=C1)C.[Na+]